(S)-3-fluoro-5-(((19,19,19-trifluoro-1-(trityloxy)nonadecan-2-yl)oxy)methyl)benzonitrile FC=1C=C(C#N)C=C(C1)CO[C@H](COC(C1=CC=CC=C1)(C1=CC=CC=C1)C1=CC=CC=C1)CCCCCCCCCCCCCCCCC(F)(F)F